(S)-6-(1-amino-1,3-dihydrospiro[indene-2,4'-piperidine]-1'-yl)-3-(1-(6-(2-hydroxyethyl)pyridin-2-yl)vinyl)-1,5-dihydro-4H-pyrazole NC1C2=CC=CC=C2CC12CCN(CC2)[C@]2(C=CC=C(N2)C(=C)C2=NNCC2)CCO